C(C)(C)(C)OC(=O)N1[C@@H](CCC1)[C@@]1(OC2=C(C1)C(=C(C(=C2)F)Cl)C2=C(C(=NC=C2C(=O)O)OCCOC2OCCCC2)F)C2=CC=CC=C2 4-((2S,4S)-2-((S)-1-(Tert-butoxycarbonyl)pyrrolidin-2-yl)-5-chloro-6-fluoro-2-phenyl-2,3-dihydrobenzofuran-4-yl)-5-fluoro-6-(2-((tetrahydro-2H-pyran-2-yl)oxy)ethoxy)nicotinic acid